8-(3,6-dihydro-2H-thiopyran-4-yl)-N-((5-fluoro-2,3-dihydrobenzofuran-4-yl)methyl)-1-(methylsulfonyl)imidazo[1,5-c]pyrimidin-5-amine S1CCC(=CC1)C=1C=2N(C(=NC1)NCC1=C(C=CC3=C1CCO3)F)C=NC2S(=O)(=O)C